C1(C2C(CCC1)C(=O)OC2=O)C(=O)O cyclohexane-1,2,3-tricarboxylic acid-2,3-anhydride